2,5-diphenyl-tetrazolium bromide ethyl-4-((tert-butoxycarbonyl)amino)-5-(4-cyano-2,5-dihydrofuran-3-yl)-1H-pyrrole-2-carboxylate C(C)OC(=O)C=1NC(=C(C1)NC(=O)OC(C)(C)C)C=1COCC1C#N.[Br-].C1(=CC=CC=C1)N1[NH+]=C(N=N1)C1=CC=CC=C1